tert-Butyl N-[(2,2,2-trifluoro-1-tetrahydrofuran-3-yl-ethylidene)amino]carbamate FC(C(C1COCC1)=NNC(OC(C)(C)C)=O)(F)F